COC1=CC=C(C=C1)NC(=O)N1CCC2(CC1)CCC(CC2)N(C=2C1=C(N=CN2)NC=C1)C N-(4-methoxyphenyl)-9-(methyl(7H-pyrrolo[2,3-d]pyrimidin-4-yl)amino)-3-azaspiro[5.5]undecane-3-carboxamide